[1-(3-fluoro-phenyl)-1H-pyrazol-4-yl]-pyridine FC=1C=C(C=CC1)N1N=CC(=C1)C1=NC=CC=C1